5-chloro-7-methyl-3,4-dihydronaphthalene ClC1=C2CCC=CC2=CC(=C1)C